2-(R/S)-hydroxyglutarate O[C@@H](C(=O)[O-])CCC(=O)[O-] |r|